OC1(CC[C@H](N(C1)C(=O)OC(C)(C)C)CO)C tert-butyl (2S)-5-hydroxy-2-(hydroxymethyl)-5-methyl-piperidine-1-carboxylate